CC=1N=C(C=2N=CN([C@H]3[C@H](O)[C@H](O)[C@@H](COCCCC)O3)C2N1)N 2-Methyl-5'-O-n-Butyladenosin